ethyl (2R,3R)-2-amino-3-(((R)-tert-butylsulfinyl)amino)-4,4,4-trifluorobutanoate N[C@@H](C(=O)OCC)[C@H](C(F)(F)F)N[S@](=O)C(C)(C)C